bromovinyl-deoxyuridine BrC=C[C@@]1(C[C@H](O)[C@@H](CO)O1)N1C(=O)NC(=O)C=C1